2,6-di-tertiary butyl-4-ethylphenol C(C)(C)(C)C1=C(C(=CC(=C1)CC)C(C)(C)C)O